C1[C@@H]([C@H]([C@@H](OC1(C(=O)O)O)[C@@H]([C@@H](CO)O)O)O)O 2-keto-3-deoxy-D-glycero-D-galacto-nononic acid